(S)-3-(2,3-bis(1-hydroxy-1,3-dihydrobenzo[c][1,2]oxaborole-6-carboxamido)propanamido)propanoic acid OB1OCC2=C1C=C(C=C2)C(=O)N[C@H](C(=O)NCCC(=O)O)CNC(=O)C=2C=CC1=C(B(OC1)O)C2